ClC1=C(C=CC=C1N)N 2-chlorobenzene-1,3-diamine